C(C#CCCC)(=O)N1CCC(CC1)[C@@H]1CCNC=2N1N=C(C2C(=O)N)C2=CC=C(C=C2)OC2=CC=CC=C2 (S)-7-(1-(Hex-2-ynoyl)piperidin-4-yl)-2-(4-phenoxyphenyl)-4,5,6,7-tetrahydropyrazolo[1,5-a]pyrimidine-3-carboxamide